3-(benzyloxycarbonylamino)-4-[4-(oxetan-3-yl)piperazin-1-yl]-4-oxo-butanoic acid C(C1=CC=CC=C1)OC(=O)NC(CC(=O)O)C(=O)N1CCN(CC1)C1COC1